O=C1N(C(C=C1)=O)C(CNC(OC(C)(C)C)=O)C(NCCCCCNC(CCOCCOCCOCCOCCOCCOCCOCCOCCNC(CCC[N+](CCCS(=O)(=O)[O-])(C)C)=O)=O)=O 7-(2,5-dioxo-2,5-dihydro-1H-pyrrol-1-yl)-2,2,48,48-tetramethyl-4,8,16,44-tetraoxo-3,19,22,25,28,31,34,37,40-nonaoxa-5,9,15,43,48-pentaazahenpentacontan-48-ium-51-sulfonate